Cl.CC1=C(C=CC=C1C)N1CCNCC1 2,3-dimethylphenylpiperazine hydrochloride